C(C)C=1C(NC=2C=C(C=NC2C1)CN1[C@@H]2CN([C@H](C1)C2)C=2C=CC(=NC2)C(=O)NC)=O 5-((1S,4S)-5-((7-Ethyl-6-oxo-5,6-dihydro-1,5-naphthyridin-3-yl)methyl)-2,5-diazabicyclo[2.2.1]heptan-2-yl)-N-methylpyridineamide